2-(5-chloropyrimidin-4-yl)-3-(4-(decylthio)-7-(diethylamino)-6-nitro-2-oxo-2H-chromen-3-yl)acrylonitrile ClC=1C(=NC=NC1)C(C#N)=CC=1C(OC2=CC(=C(C=C2C1SCCCCCCCCCC)[N+](=O)[O-])N(CC)CC)=O